C1(CC1)C1=NC=C(C=N1)C(=O)NC=1C(=NN(C1)C)OC 2-cyclopropyl-N-(3-methoxy-1-methyl-1H-pyrazol-4-yl)pyrimidine-5-carboxamide